(S)-1-((S)-1-(3-chloro-5-fluoro-2-((2-methyl-4-(1-methyl-1H-1,2,4-triazol-5-yl)quinolin-8-yloxy)methyl)phenyl)ethyl)-3-hydroxypyrrolidin-2-one ClC=1C(=C(C=C(C1)F)[C@H](C)N1C([C@H](CC1)O)=O)COC=1C=CC=C2C(=CC(=NC12)C)C1=NC=NN1C